3-((1-(4,4-difluoro-3-(3-fluoro-1H-pyrazol-1-yl)butyryl)-4-hydroxypiperidin-4-yl)methyl)-7-(4-fluorophenyl)thieno[3,4-d]pyrimidin-4(3H)-one FC(C(CC(=O)N1CCC(CC1)(O)CN1C=NC=2C(C1=O)=CSC2C2=CC=C(C=C2)F)N2N=C(C=C2)F)F